S(=O)(N)(=N)F sulfuramidimidoyl fluoride